3-(3-(2,5-dichloropyrimidin-4-yl)phenyl)pyridin-2(1H)-one ClC1=NC=C(C(=N1)C=1C=C(C=CC1)C=1C(NC=CC1)=O)Cl